C(CC(=O)O)(=O)O.C(CC(=O)O)(=O)O.[B] boron dimalonic acid